FC=1C=C(CBr)C=CC1OC(F)(F)F 3-fluoro-4-(trifluoromethoxy)benzyl bromide